4-((1S,2R)-2-(cyclobutylamino)cyclopropyl)-N-(5-methyl-1,3,4-thiadiazol-2-yl)thiophene-2-carboxamide Sulfate S(=O)(=O)(O)O.C1(CCC1)N[C@H]1[C@@H](C1)C=1C=C(SC1)C(=O)NC=1SC(=NN1)C